6-bromo-2-(((1-methylpiperidin-4-yl)methyl)amino)nicotinic acid methyl ester COC(C1=C(N=C(C=C1)Br)NCC1CCN(CC1)C)=O